OCC(CN)C 3-hydroxy-2-methylpropylamine